7-(3-chloro-5-fluorobenzyl)-4-(4-chlorobenzyl)-4,6,7,8-tetrahydropyrazolo[3,4-b]pyrrolo[3,4-d]pyridin-5(3H)-one ClC=1C=C(CN2CC=3C4=C(N(C(C3C2)=O)CC2=CC=C(C=C2)Cl)NN=C4)C=C(C1)F